N1=C(C=CC=C1)CCC=[Ru] [3-(2-pyridinyl)propylidene]ruthenium(II)